(6aS,6a'S)-3,3'-((Pyridine-2,6-diylbis(methylene))bis(oxy))bis(2-methoxy-8-(4-methoxyphenyl)-9,10-dihydrobenzo[e]pyrido[1,2-a][1,4]diazepin-12(6aH)-one) N1=C(C=CC=C1COC=1C(=CC2=C(N=C[C@H]3N(C2=O)CCC(=C3)C3=CC=C(C=C3)OC)C1)OC)COC=1C(=CC3=C(N=C[C@H]2N(C3=O)CCC(=C2)C2=CC=C(C=C2)OC)C1)OC